ethyl 2-(2-((5-bromo-7-(1-((tert-butyldimethylsilyl)oxy)-2,2,2-trifluoroethyl)benzofuran-3-yl)methoxy)phenyl)acetate BrC=1C=C(C2=C(C(=CO2)COC2=C(C=CC=C2)CC(=O)OCC)C1)C(C(F)(F)F)O[Si](C)(C)C(C)(C)C